ClC1=NC(=CC(=C1)C1=C(C=C(C#N)C=C1)C1=NN=CN1C)C 4-(2-Chloro-6-methylpyridin-4-yl)-3-(4-methyl-4H-1,2,4-triazol-3-yl)benzonitrile